C(#N)[C@H](C[C@@H]1C(NCCC1)=O)NC(=O)[C@H]1N(C[C@H]2[C@@H]1CC(C2)(F)F)C(=O)C2(C1=CC=CC=C1C=1C=CC=CC21)O (1S,3aR,6aS)-N-((S)-1-cyano-2-((R)-2-oxopiperidin-3-yl)ethyl)-5,5-difluoro-2-(9-hydroxy-9H-fluorene-9-carbonyl)octahydrocyclopenta[c]pyrrole-1-carboxamide